C(C)SC1=CC2=C(N(C(N2C)=O)C)C=C1C=1OC2=C(N1)C=C(C=C2)C(F)(F)F 5-ethylsulfanyl-1,3-dimethyl-6-[5-(trifluoromethyl)-1,3-benzoxazol-2-yl]benzimidazol-2-one